2,4-difluorobenzyl-3-methyl-1,6,11-trioxo-1,4,5,6,7,11-hexahydro-3H-2,7-methanopyrido[1,2-a][1,4]diazonine-10-carboxamide FC1=C(CC2(N3C(C=4N(C(C(CC2)=O)C3)C=C(C(C4)=O)C(=O)N)=O)C)C=CC(=C1)F